COC=1C(=CC2=CC=CC=C2C1)S(=O)(=O)NC(=O)C1=NC2=CC=CC(=C2C=C1)N1N=CC=C1 N-((3-methoxynaphthalen-2-yl)sulfonyl)-5-(1H-pyrazol-1-yl)quinoline-2-carboxamide